1-(((1S,3R,5S)-3-(2-(2-(bis((2S,3R,4R,5R)-2,3,4,5,6-pentahydroxyhexyl)amino)ethoxy)ethoxy)adamantan-1-yl)glycyl)pyrrolidine-2-carbonitrile O[C@@H](CN(CCOCCOC12CC3(CC(C[C@H](C1)C3)C2)NCC(=O)N2C(CCC2)C#N)C[C@@H]([C@H]([C@@H]([C@@H](CO)O)O)O)O)[C@H]([C@@H]([C@@H](CO)O)O)O